N-[3-[5-chloro-2-(difluoromethoxy)phenyl]-1-[2-oxo-2-(piperazin-1-yl)ethyl]-1H-pyrazol-4-yl]Pyrazolo[1,5-a]Pyrimidine-3-carboxamide ClC=1C=CC(=C(C1)C1=NN(C=C1NC(=O)C=1C=NN2C1N=CC=C2)CC(N2CCNCC2)=O)OC(F)F